1,6-anhydrosorbitol C1[C@H](O)[C@@H](O)[C@H](O)[C@H](O)CO1